N1=NN=CC=C1 v-triazine